1-(Tert-butyl)-N-(2-fluoro-4-methyl-5-(2-methyl-8-morpholinoimidazo[1,2-a]pyridin-6-yl)phenyl)-1H-imidazole-4-carboxamide C(C)(C)(C)N1C=NC(=C1)C(=O)NC1=C(C=C(C(=C1)C=1C=C(C=2N(C1)C=C(N2)C)N2CCOCC2)C)F